CN1C(=NC(=C1C)C)CN 1-(1,4,5-trimethylimidazol-2-yl)methylamine